N1(CCNCC1)C1=C2N=CN(C2=NC=N1)[C@H](C)C1=CC=C(C=C1)C=1N=NNC1 4-(4-((R)-1-(6-(piperazin-1-yl)-9H-purin-9-yl)ethyl)phenyl)-1H-1,2,3-triazol